4-(6,8-diphenylimidazo[1,2-a]pyridin-2-yl)aniline C1(=CC=CC=C1)C=1C=C(C=2N(C1)C=C(N2)C2=CC=C(N)C=C2)C2=CC=CC=C2